Cl.FC(OC1CNCC1)F 3-(difluoromethoxy)pyrrolidine hydrochloride